COC1=CC=2C3=C(C(=NC2C=C1OCCCN1CCCC1)NC1(CC1)C#N)CCC3 1-((8-methoxy-7-(3-(pyrrolidin-1-yl)propoxy)-2,3-dihydro-1H-cyclopenta[c]quinolin-4-yl)amino)cyclopropane-1-carbonitrile